4-bromophenylmethyl benzoate C(C1=CC=CC=C1)(=O)OCC1=CC=C(C=C1)Br